2-(3,3-difluorocyclobutyl)ethan-1-amine FC1(CC(C1)CCN)F